2-(2-cyclohexyl-5-(morpholine-4-carbonyl)-7-oxo-pyrazolo[1,5-a]pyrimidin-4(7H)-yl)-N-(5-fluoropyridin-2-yl)acetamide C1(CCCCC1)C1=NN2C(N(C(=CC2=O)C(=O)N2CCOCC2)CC(=O)NC2=NC=C(C=C2)F)=C1